methyl 1-[2-(tert-butoxycarbonylamino)ethyl]-4,8-difluoro-6,7-dihydro-5H-cyclopenta[f]benzotriazole-6-carboxylate C(C)(C)(C)OC(=O)NCCN1N=NC2=C1C(=C1C(=C2F)CC(C1)C(=O)OC)F